(E)-1-[2-Hydroxy-6-methoxy-4-(methoxymethyl)phenyl]-3-phenylprop-2-en-1-one OC1=C(C(=CC(=C1)COC)OC)C(\C=C\C1=CC=CC=C1)=O